4-(4-chlorobenzyl)-1-ethyl-5-(methylthio)-1,4-dihydro-7H-[1,2,3]triazolo[4,5-d]pyrimidin-7-one ClC1=CC=C(CN2C(=NC(C3=C2N=NN3CC)=O)SC)C=C1